1-(2-chloroethyl)-3-(4-fluorophenyl)-1H-pyrazole-5-carboxylic acid methyl ester COC(=O)C1=CC(=NN1CCCl)C1=CC=C(C=C1)F